8-(2-Chloroacetyl)-4-((5-(4-fluoronaphthalen-1-yl)furan-2-yl)methyl)-1-thia-4,8-diazaspiro[4.5]decan-3-one ClCC(=O)N1CCC2(N(C(CS2)=O)CC=2OC(=CC2)C2=CC=C(C3=CC=CC=C23)F)CC1